N-((1S,2R)-2-((4-cyclopropyl-2-(methylcarbamoyl)-6-nitrophenyl)amino)cyclohexyl)-7-fluoro-2-oxo-1,2-dihydroquinoline-4-carboxamide C1(CC1)C1=CC(=C(C(=C1)[N+](=O)[O-])N[C@H]1[C@H](CCCC1)NC(=O)C1=CC(NC2=CC(=CC=C12)F)=O)C(NC)=O